6-Bromo-4'-chloro-2'-(methylthio)-5',8'-dihydrospiro[isochromane-4,7'-pyrano[4,3-d]pyrimidine] BrC=1C=C2C(=CC1)COCC21CC=2N=C(N=C(C2CO1)Cl)SC